N-[5-(4-{[2-(4-phenoxyphenyl)phenyl]amino}phenyl)-1,3,4-thiadiazol-2-yl]acetamide O(C1=CC=CC=C1)C1=CC=C(C=C1)C1=C(C=CC=C1)NC1=CC=C(C=C1)C1=NN=C(S1)NC(C)=O